(2-(ethyl-(methyl)amino)ethyl)carbamic acid 1-hydroxydec-4-yl ester OCCCC(CCCCCC)OC(NCCN(C)CC)=O